C(CCCCCCCCCCC)P(O)(O)=O.ClCC=1SC=CN1 2-(chloromethyl)thiazole n-Dodecylphosphonat